CC=1N=CSC1C1=CC=CC=C1 4-methyl-5-phenylthiazole